N(=[N+]=[N-])C(C([2H])([2H])N1C(=CC=2C(=NC=CC21)OCC(F)(F)F)C(=O)OC)([2H])[2H] methyl 1-(2-azido-1,1,2,2-tetradeuterio-ethyl)-4-(2,2,2-trifluoroethoxy)pyrrolo[3,2-c]pyridine-2-carboxylate